methyl 4-(di-methylamino)-2-((4-fluoro-2-methylphenyl)-amino)benzoate CN(C1=CC(=C(C(=O)OC)C=C1)NC1=C(C=C(C=C1)F)C)C